methyl 9-amino-8-oxo-5,6,7,8-tetrahydroacridine-2-carboxylate NC=1C=2C(CCCC2N=C2C=CC(=CC12)C(=O)OC)=O